S1C(=CC=C1)CN1[C@@H](CCC1)C(=O)O (2-thienylmethyl)-proline